4-Oxa-Heptandinitril C(CCOCCC#N)#N